ONCC(C)(C)C N-hydroxyl-2,2-dimethylpropylamine